6-(3-Methylbut-1-yn-1-yl)-N2,N4-bis((R)-1,1,1-trifluoroprop-2-yl)-1,3,5-triazine-2,4-diamine CC(C#CC1=NC(=NC(=N1)N[C@@H](C(F)(F)F)C)N[C@@H](C(F)(F)F)C)C